FC1(CC(C1)NC(=O)C1(CC(C1)NC1=NN2C(C(=N1)OC)=C(C=C2)C=2C=CC1=C(N(C(=N1)C)CC(F)F)C2)C)F (1r,3r)-N-(3,3-difluorocyclobutyl)-3-((5-(1-(2,2-difluoroethyl)-2-methyl-1H-benzo[d]imidazol-6-yl)-4-methoxypyrrolo[2,1-f][1,2,4]triazin-2-yl)amino)-1-methylcyclobutane-1-carboxamide